1-pyrrolidinylethanone N1(CCCC1)C(C)=O